FC1=CC=C(C=C1C1=CC(=C(C=C1)OC)C(NC1=CC2=CC=CC=C2C=C1C(NC1=CC(=C(C=C1)F)C(F)(F)F)=O)=O)C(=O)O 6-fluoro-3'-((3-((4-fluoro-3-(trifluoromethyl)phenyl)carbamoyl)naphthalen-2-yl)carbamoyl)-4'-methoxy-[1,1'-biphenyl]-3-carboxylic acid